C(#C)C=1C(=CC=C2C=C(C=C(C12)C1=C(C=2N=C(N=C(C2C=N1)N1CC(C(CCC1)(C)O)N(C(C=C)=O)C)OC[C@@H]1N(CCCC1)C)F)O)F N-(1-(7-(8-ethynyl-7-fluoro-3-hydroxynaphthalen-1-yl)-8-fluoro-2-(((R)-1-methylpiperidin-2-yl)methoxy)pyrido[4,3-d]pyrimidin-4-yl)-4-hydroxy-4-methylazepan-3-yl)-N-methylacrylamide